3-[(1S,4S)-2,5-diazabicyclo[2.2.1]heptan-2-yl]-4-[N-[[4-[5-(difluoromethyl)-1,3,4-oxadiazol-2-yl]-2-fluoro-phenyl]methyl]anilino]cyclobut-3-en-1,2-dione [C@@H]12N(C[C@@H](NC1)C2)C=2C(C(C2N(C2=CC=CC=C2)CC2=C(C=C(C=C2)C=2OC(=NN2)C(F)F)F)=O)=O